2'-ethoxy-5-({2-[4-fluoro-2-(trifluoromethyl)phenyl]-2-azaspiro[3.3]heptan-6-yl}oxy)-N-[(3R)-pyrrolidin-3-yl][2,3'-bipyridine]-6-carboxamide C(C)OC1=NC=CC=C1C1=NC(=C(C=C1)OC1CC2(CN(C2)C2=C(C=C(C=C2)F)C(F)(F)F)C1)C(=O)N[C@H]1CNCC1